CC=1C=C(C=CC1)N(C1=CC=CC=C1)C1=CC=C(C=C1)N(C1=CC=CC=C1)C1=CC=C(C=C1)C1=CC=C(C=C1)N(C1=CC=C(C=C1)N(C1=CC(=CC=C1)C)C1=CC=CC=C1)C1=CC=CC=C1 4,4'-bis(N-(4-[N-(3-methylphenyl)-N-phenylamino]phenyl)-N-phenylamino)biphenyl